COC(CCNC(C1=CN=CC(=C1)C=1C(=CC2=CN(N=C2C1)CCC(C)(C)O)NC(C1=CC(=CC=C1)S(N)(=O)=O)=O)=O)=O.[C-]#N.C(CCCCCCC)[N+]1(CCCC1)C 1-Octyl-1-methylpyrrolidinium cyanid methyl-3-(5-(2-(3-hydroxy-3-methylbutyl)-5-(3-sulfamoylbenzamido)-2H-indazol-6-yl)nicotinamido)propanoate